CN(C1CCN(CC1)C=1C=C2N=CC(=NC2=CC1)C1=CC2=CN(N=C2C(=C1O)F)C)C 5-{6-[4-(dimethylamino)piperidin-1-yl]quinoxalin-2-yl}-7-fluoro-2-methylindazol-6-ol